N-((S)-1-(4-(1,2,4-Oxadiazol-5-yl)phenyl)ethyl)-2-methyl-2-((R)-3-(3-(trifluoromethyl)phenoxy)pyrrolidin-1-yl)propanamide, hydrochloride Cl.O1N=CN=C1C1=CC=C(C=C1)[C@H](C)NC(C(C)(N1C[C@@H](CC1)OC1=CC(=CC=C1)C(F)(F)F)C)=O